S1C=NC2=C1C=CC=C2C2=C(C=1N=C(N=C(C1C=N2)N2CC(CCC2)(O)C)OCC21CCCN1CCC2)F 1-(7-(benzo[d]thiazol-4-yl)-8-fluoro-2-((hexahydro-1H-pyrrolizin-7a-yl)methoxy)pyrido[4,3-d]pyrimidin-4-yl)-3-methylpiperidin-3-ol